titanium (III) chloride [Cl-].[Ti+3].[Cl-].[Cl-]